3-(chloromethyl)-2-methyl-4'-(trifluoromethoxy)-1,1'-biphenyl ClCC=1C(=C(C=CC1)C1=CC=C(C=C1)OC(F)(F)F)C